O(C(C)C)[Ti](C(COCC)=O)(C(COCC)=O)OC(C)C diisopropoxyl-di(ethoxyacetyl)titanium